6-fluoro-N-methyl-5-(piperazin-1-yl)pyridinecarboxamide FC1=C(C=CC(=N1)C(=O)NC)N1CCNCC1